4,6-dihydrospiro[cyclopenta[d]thiazole-5,4'-piperidine]-1',2-dicarboxylate N1(CCC2(CC1)CC1=C(N=C(S1)C(=O)[O-])C2)C(=O)[O-]